tert-butyl (10S,13S)-10,13-bis(4-(((benzyloxy)carbonyl)amino)butyl)-3,8,11,14-tetraoxo-1-phenyl-2,18,21,24,27-pentaoxa-4,9,12,15-tetraazatriacontan-30-oate C(C1=CC=CC=C1)OC(=O)NCCCC[C@H](NC(CCCNC(OCC1=CC=CC=C1)=O)=O)C(N[C@H](C(NCCOCCOCCOCCOCCC(=O)OC(C)(C)C)=O)CCCCNC(=O)OCC1=CC=CC=C1)=O